FC1=C(OC=2C(=CC=C3C[C@H](C(N(C23)C)=O)NC(=O)N)C(F)(F)F)C=CC=C1 ((3R)-8-(2-fluorophenoxy)-1-methyl-2-oxo-7-(trifluoromethyl)-1,2,3,4-tetrahydroquinolin-3-yl)urea